2-chloro-6,7-dimethyl-4-((cis)-3-(trifluoromethyl)cyclobutyl)pteridine ClC1=NC2=NC(=C(N=C2C(=N1)[C@@H]1C[C@@H](C1)C(F)(F)F)C)C